(R)-3-ethyl-6,8-difluoro-2-(1-(4-methyl-1,4-diazepan-1-yl)butyl)quinazolin-4(3H)-one C(C)N1C(=NC2=C(C=C(C=C2C1=O)F)F)[C@@H](CCC)N1CCN(CCC1)C